2-(oxiran-2-yl)-4-(tetramethyl-1,3,2-dioxaborolan-2-yl)-2H-1,2,3-triazole O1C(C1)N1N=CC(=N1)B1OC(C(O1)(C)C)(C)C